3,9-dihydroxy-6,7-dihydro-5H-dibenzo[c,e]azepin-5-one OC=1C=CC2=C(C(NCC3=C2C=CC(=C3)O)=O)C1